(R)-tert-butyl 2-(3-(tert-butoxycarbonyl) piperazin-1-yl)-7,8-dihydropyrido[4,3-d]pyrimidine-6(5H)-carboxylate C(C)(C)(C)OC(=O)[C@H]1CN(CCN1)C=1N=CC2=C(N1)CCN(C2)C(=O)OC(C)(C)C